3,5-dichloro-4-[(6-chloro-5-isopropylpyridazin-3-yl)oxy]-aniline ClC=1C=C(N)C=C(C1OC=1N=NC(=C(C1)C(C)C)Cl)Cl